(6-chloro-1H-pyrazolo[3,4-d]pyrimidin-3-yl)(methyl)carbamic acid tert-butyl ester C(C)(C)(C)OC(N(C)C1=NNC2=NC(=NC=C21)Cl)=O